FC(C1=NOC(=C1)C1=C(C=CC=C1)O)F 2-(3-difluoromethyl-5-isoxazolyl)phenol